(3S,4S)-2'-(2-ethoxypyridin-3-yl)-3-ethyl-1-(5-methoxy-4-(trifluoromethyl)pyridin-3-yl)-7',8'-dihydro-6'H-spiro[piperidine-4,5'-[1,7]naphthyridine] C(C)OC1=NC=CC=C1C1=NC=2CNC[C@]3(C2C=C1)[C@@H](CN(CC3)C=3C=NC=C(C3C(F)(F)F)OC)CC